C1(CC1)CC(C(=O)OCC)NC(C[C@H]1N(C(CC1)=O)CC1=C(C(=CC(=C1)F)F)F)=O Ethyl 3-cyclopropyl-2-(2-((S)-5-oxo-1-(2,3,5-trifluorobenzyl)pyrrolidin-2-yl)acetamido)propanoate